(4-(2-chlorophenoxy)piperidin-1-yl)-8-nitro-6-(trifluoromethyl)-4H-benzo[e][1,3]thiazin-4-one ClC1=C(OC2CCN(CC2)C=2SC3=C(C(N2)=O)C=C(C=C3[N+](=O)[O-])C(F)(F)F)C=CC=C1